C1(CCC1)OC1=C(C=C(C=C1)CNC(N(C[C@@H]1N(CCC1)C)CC1=CC=C(C=C1)F)=O)F (R)-3-(4-cyclobutoxy-3-fluorophenylmethyl)-1-(4-fluorophenylmethyl)-1-((1-methylpyrrolidin-2-yl)methyl)urea